tert-butyl 6-[7-[4-fluoro-2-(2-methoxyethoxy) phenyl]-6-(4,5,6,7-tetrahydrothiazolo[5,4-c]pyridin-2-yl) thieno[3,2-c]pyridin-4-yl]-3,4-dihydro-1H-isoquinoline-2-carboxylate FC1=CC(=C(C=C1)C=1C2=C(C(=NC1C=1SC=3CNCCC3N1)C=1C=C3CCN(CC3=CC1)C(=O)OC(C)(C)C)C=CS2)OCCOC